2-(3-aminobenzyl)-6-(benzo[d][1,3]dioxol-5-ylsulfonyl)phthalazin-1(2H)-one NC=1C=C(CN2C(C3=CC=C(C=C3C=N2)S(=O)(=O)C2=CC3=C(OCO3)C=C2)=O)C=CC1